N-(3-(6-fluoro-1H-benzimidazol-2-yl)-1H-pyrazolo[3,4-b]pyridin-5-yl)ethenesulfonamide FC=1C=CC2=C(NC(=N2)C2=NNC3=NC=C(C=C32)NS(=O)(=O)C=C)C1